methyl 6-[4-(cyclopropylmethylamino)-3-methyl-phenyl]pyridine-3-carboxylate C1(CC1)CNC1=C(C=C(C=C1)C1=CC=C(C=N1)C(=O)OC)C